8,13-dibromo-10,11-bis(4-(octyloxy)phenyl)acenaphtho[1,2-b]pyrazino[2,3-g]quinoline BrC1=C2C(=C(C=3C=C4C(=NC13)C=1C=CC=C3C=CC=C4C13)Br)N=C(C(=N2)C2=CC=C(C=C2)OCCCCCCCC)C2=CC=C(C=C2)OCCCCCCCC